4-(((4-((1r,2s)-1-cyclopropyl-3-methoxy-2-methyl-3-oxopropyl)pyridin-2-yl)oxy)methyl)piperidine C1(CC1)[C@H]([C@@H](C(=O)OC)C)C1=CC(=NC=C1)OCC1CCNCC1